C(C=C)[C@@]1(C(N([C@@H]([C@H](C1)C1=CC(=CC=C1)Cl)C1=NC=C(C=C1)Cl)C(C(=O)OC(C)(C)C)CC)=O)C tert-Butyl 2-((3S,5R,6S)-3-allyl-5-(3-chlorophenyl)-6-(5-chloropyridin-2-yl)-3-methyl-2-oxopiperidin-1-yl)butanoate